C(=C)(C)[Si](C1=C(C=CC=C1)C(=C)C)(C)C(=C)C diisopropenylmethyl-(2-isopropenylphenyl)silane